2,6-dimethoxy-3,5-diaminopyridine COC1=NC(=C(C=C1N)N)OC